1-isocyanato-3-(trifluoromethyl)benzene N(=C=O)C1=CC(=CC=C1)C(F)(F)F